BrC=1C(=CC(=C(C=O)C1)F)O 5-bromo-2-fluoro-4-hydroxybenzaldehyde